COCN1CCNCC1 (methoxymethyl)piperazine